(3S)-1-tert-butyl-3-methyl-piperidin-4-one C(C)(C)(C)N1C[C@@H](C(CC1)=O)C